ClC1=CC=C(C=N1)CN1CC=CC=C1 1-[(6-chloropyridin-3-yl)methyl]pyridin